FC1=C2C=NNC2=CC=C1C=1C=CC(=NC1)NC(OC(C)(C)C)=O Tert-butyl (5-(4-fluoro-1H-indazol-5-yl)pyridin-2-yl)carbamate